fumaric ACID DIETHYLESTER C(C)OC(\C=C\C(=O)OCC)=O